3-fluoro-7-(((3aR,4S,5aR,8aR)-4-methoxy-2,2-dimethylhexahydrocyclopenta[2,3]furo[3,4-d][1,3]dioxol-6-yl)methyl)quinolin-2-amine FC=1C(=NC2=CC(=CC=C2C1)CC1CC[C@]23OC(O[C@H]2[C@H](O[C@@H]31)OC)(C)C)N